6-Chloro-1-methyl-2-oxo-4-(4-(3-(trifluoromethoxy)phenoxy)piperidin-1-yl)-1,2-dihydro-1,5-naphthyridin-3-carbonitril ClC=1N=C2C(=C(C(N(C2=CC1)C)=O)C#N)N1CCC(CC1)OC1=CC(=CC=C1)OC(F)(F)F